4-(4-(pyridin-2-yl)piperazin-1-yl)quinazoline N1=C(C=CC=C1)N1CCN(CC1)C1=NC=NC2=CC=CC=C12